FC1=C(OC=2C=C3C=NN(C3=CC2OCCCN2CCNCC2)CC(C)C)C=CC(=C1)F 5-(2,4-difluorophenoxy)-1-isobutyl-6-(3-piperazin-1-yl-propoxy)-1H-indazole